(3aS,4R,6aR)-4-(4-boronobutyl)-1-methyloctahydropyrrolo[3,4-b]pyrrole-4-carboxylic acid hydrochloride Cl.B(O)(O)CCCC[C@]1(NC[C@@H]2N(CC[C@@H]21)C)C(=O)O